4-(2-naphthyl)but-3-en-2-one C1=C(C=CC2=CC=CC=C12)C=CC(C)=O